N[C@H](CCC(=O)OC(C)(C)C)C(=O)N tert-butyl (4R)-4,5-diamino-5-oxopentanoate